[Ti].[Si].[Na] sodium silicon titanium